C1(=CC=CC=C1)CS(=O)(=O)OC1=C(O[C@](C1=O)([2H])C1=C(C=C(C=C1)Cl)F)N (R)-2-amino-5-(4-chloro-2-fluorophenyl)-4-oxo-4,5-dihydrofuran-3-yl-5-d phenylmethanesulfonate